C[NH2+]C1=CC=CC=C1 N-methylanilinium